CC1=C(C=CC=C1)N1C(N(C(C=2NC=NC12)=O)CC=1N=NC=CC1)=O 3-(2-methylphenyl)-1-[(pyridazin-3-yl)methyl]-2,3,6,7-tetrahydro-1H-purine-2,6-dione